(S)-Pyrrolidine-3-carboxylic acid [2-methyl-2-(tetrahydro-pyran-2-yloxy)-propyl]-amide CC(CNC(=O)[C@@H]1CNCC1)(C)OC1OCCCC1